4-hydroxy-N-(1-(hydroxymethyl)cyclohexyl)-1-(2-morpholinoethyl)-2-oxo-1,2-dihydro-1,8-naphthyridine-3-carboxamide OC1=C(C(N(C2=NC=CC=C12)CCN1CCOCC1)=O)C(=O)NC1(CCCCC1)CO